ClC=1C(=C2C(=C(N=C(C2=CN1)N1CC2CCC(C1)N2C(=O)OC(C)(C)C)CO)CO)F tert-butyl 3-[6-chloro-5-fluoro-3,4-bis(hydroxymethyl)-2,7-naphthyridin-1-yl]-3,8-diazabicyclo[3.2.1]octane-8-carboxylate